OC=1C=C2CC[C@@H]([C@@H](C2=CC1)C1=CC=C(C=C1)N1CCC(CC1)CN1CCC(CC1)C=1SC=C2C1CN(C2=O)C2C(NC(CC2)=O)=O)C2=CC=CC=C2 3-(1-(1-((1-(4-((1R,2S)-6-hydroxy-2-phenyl-1,2,3,4-tetrahydronaphthalen-1-yl)phenyl)piperidin-4-yl)methyl)piperidin-4-yl)-4-oxo-4H-thieno[3,4-c]pyrrol-5(6H)-yl)-piperidine-2,6-dione